5-(4,4-difluoropiperidin-3-yl)-2-methoxypyridine-3-carbonitrile FC1(C(CNCC1)C=1C=C(C(=NC1)OC)C#N)F